4-(5-bromothiophen-2-yl)-N-methylthiazol-2-amine BrC1=CC=C(S1)C=1N=C(SC1)NC